IC1=CC2=C(NC=N2)C=C1 5-iodobenzo[d][1,3]diazole